(R)-3-(4-fluoro-3-phenoxyphenyl)isoxazolidine FC1=C(C=C(C=C1)[C@@H]1NOCC1)OC1=CC=CC=C1